C(=O)(O)[C@@H](CC1=CC(=C(C=C1)O)O)OC(/C=C/C1=CC=C(C2=C1[C@@H]([C@@H](O2)C2=CC(=C(C=C2)O)O)C(=O)O)O)=O (2R,3S)-4-[(1E)-3-[(1R)-1-carboxy-2-(3,4-dihydroxyphenyl)ethoxy]-3-oxo-1-propen-1-yl]-2-(3,4-dihydroxyphenyl)-2,3-dihydro-7-hydroxy-3-benzofuranylcarboxylic acid